4-(4-amino-5-(ethylsulfanyl)-2-fluorophenyl)-7-(1H-pyrazol-4-yl)isoxazolo[4,5-c]pyridin-3-amine NC1=CC(=C(C=C1SCC)C1=NC=C(C2=C1C(=NO2)N)C=2C=NNC2)F